(2S,3S,4S,5R,6S)-6-(2-acetamido-4-(((ethyl((naphthalen-1-yloxy)methyl)carbamoyl)oxy)methyl)phenoxy)-3,4,5-trihydroxytetrahydro-2H-pyran-2-carboxylic acid C(C)(=O)NC1=C(O[C@H]2[C@@H]([C@H]([C@@H]([C@H](O2)C(=O)O)O)O)O)C=CC(=C1)COC(N(COC1=CC=CC2=CC=CC=C12)CC)=O